(S)-N-(5-(2-(2-aminopyridin-3-yl)-5-(1H-pyrazol-1-yl)-3H-imidazo[4,5-b]pyridin-3-yl)-2,3-dihydro-1H-inden-1-yl)-6-(difluoromethyl)-4-methylnicotinamide NC1=NC=CC=C1C1=NC=2C(=NC(=CC2)N2N=CC=C2)N1C=1C=C2CC[C@@H](C2=CC1)NC(C1=CN=C(C=C1C)C(F)F)=O